(3S)-N-(3-[2-[(2S)-2-hydroxypropoxy]-6-(morpholin-4-yl)pyridin-4-yl]-4-methylphenyl)-3-(trifluoromethoxy)pyrrolidine-carboxamide O[C@H](COC1=NC(=CC(=C1)C=1C=C(C=CC1C)NC(=O)N1C[C@H](CC1)OC(F)(F)F)N1CCOCC1)C